(E)-2-butene-1-thiol C(\C=C\C)S